CS(=O)(=O)OCCC1=CC=CC=C1 phenethyl methanesulfonate